FC=1C=C(CNC=2C3=C(N=C(N2)NC2=C(C(=O)NC4CNCCC4)C=CC=C2)NC=C3)C=CC1 {4-[(3-fluorobenzyl)amino]-7H-pyrrolo[2,3-d]pyrimidin-2-yl}amino-N-(piperidin-3-yl)benzamide